(R)-(-)-1-methyl-3-pyrrolidin-ol CN1C[C@@H](CC1)O